C(C)OC(=O)CC=1N=C(SC1)NC(=S)NC(C=CC1=CC=CC=C1)=O N-[4-ethoxycarbonylmethylthiazol-2-yl]-N'-[phenylpropenoyl]thiourea